ClC1=NC(=CC(=C1)C=1C(=NN2C1N=C(C=C2)CC(C(=O)N)(C)C)C2=CC(=CC=C2)C#N)C [3-(2-chloro-6-methyl-4-pyridinyl)-2-(3-cyanophenyl)pyrazolo[1,5-a]pyrimidin-5-yl]-2,2-dimethyl-propionamide